ClC1=CC=C(C=C1)[C@@H](CN[C@@H](C(=O)C1=CNC2=CC=CC=C12)C1=CC=CC=C1)CC (R,S)-2-((2-(4-chlorophenyl)butyl)amino)-1-(1H-indol-3-yl)-2-phenylethan-1-one